(5-cyano-2-cyclopropyl-4-(piperazin-1-yl)phenyl)carbamic acid tert-butyl ester C(C)(C)(C)OC(NC1=C(C=C(C(=C1)C#N)N1CCNCC1)C1CC1)=O